C(C)(C)(C)OC(=O)N1CCN(CC1)C(=O)O Piperazine-1,4-dicarboxylic acid O1-Tert-butyl ester